BrCC=1C=CC=2N(C1)C=CN2 6-(Bromomethyl)imidazo[1,2-a]pyridine